N-(4-(chlorodifluoromethoxy)phenyl)-1-isopropyl-7-(trimethylstannanyl)-1H-benzo[d]Imidazole-5-carboxamide ClC(OC1=CC=C(C=C1)NC(=O)C1=CC2=C(N(C=N2)C(C)C)C(=C1)[Sn](C)(C)C)(F)F